NC1=CC=C(C(=N1)C)NC(C1=CC=CC=C1)=O N-(6-amino-2-methylpyridin-3-yl)benzamide